3-(4-Cyanophenyl)-N-(3-pyridylmethyl)pyrazolo[1,5-a]pyridine-6-carboxamide C(#N)C1=CC=C(C=C1)C=1C=NN2C1C=CC(=C2)C(=O)NCC=2C=NC=CC2